[Na+].[Na+].C1(=CC=CC=2C(=CC=CC12)S(=O)(=O)[O-])S(=O)(=O)[O-] 1,5-Naphthalenedisulfonic acid disodium salt